N-cyclopropyl-2-(3-(1,3-dihydro-2H-pyrrolo[3,4-c]pyridin-2-yl)-3-oxopropyl)oxazole-4-carboxamide C1(CC1)NC(=O)C=1N=C(OC1)CCC(=O)N1CC=2C=NC=CC2C1